COC1=NC(=CC=C1C(=O)O)OC 2,6-dimethoxypyridine-3-carboxylic acid